3-(N,N-DIETHYLSULPHAMOYL)BENZENEBORONIC ACID C(C)N(S(=O)(=O)C=1C=C(C=CC1)B(O)O)CC